1-(3,3-difluorocyclobutyl)cyclopropan-1-amine hydrochloride Cl.FC1(CC(C1)C1(CC1)N)F